OC1=CC=C(C=C1)C1=C(C=C(C=C1C)C)C 4'-hydroxyl-2,4,6-trimethylbiphenyl